Cl.NC1=CC=C(C=C1)C(C1=CC=C(N)C=C1)=C1C=CC(C=C1)=N 4-[(4-aminophenyl)-(4-iminocyclohex-2,5-dien-1-ylidene)methyl]aniline hydrochloride salt